3,6-di-tert-butyl-9-(2-((tetrahydro-2H-pyran-2-yl)oxy)-3-(4,4,5,5-tetramethyl-1,3,2-dioxaborolan-2-yl)-5-(2,4,4-trimethylpentan-2-yl)phenyl)-9H-carbazole C(C)(C)(C)C=1C=CC=2N(C3=CC=C(C=C3C2C1)C(C)(C)C)C1=C(C(=CC(=C1)C(C)(CC(C)(C)C)C)B1OC(C(O1)(C)C)(C)C)OC1OCCCC1